1-[4-(4-chloro-7H-pyrrolo[2,3-d]pyrimidin-5-yl)-1-piperidyl]prop-2-en ClC=1C2=C(N=CN1)NC=C2C2CCN(CC2)CC=C